3-[4-[1-[4-[4-[4-(aminomethyl)-3-methyl-phenyl]pyrrolo[2,1-f][1,2,4]triazin-6-yl]phenyl]-4-piperidyl]phenyl]piperidine-2,6-dione NCC1=C(C=C(C=C1)C1=NC=NN2C1=CC(=C2)C2=CC=C(C=C2)N2CCC(CC2)C2=CC=C(C=C2)C2C(NC(CC2)=O)=O)C